4-(4-carbonylbutyl)piperidine-1-carboxylic acid tert-butyl ester C(C)(C)(C)OC(=O)N1CCC(CC1)CCCC=C=O